1,2-dimethoxy-1-phenyl-ethane COC(COC)C1=CC=CC=C1